C1(CC1)OC1=C(C(=C(C(=C1F)F)F)F)S(=O)(=O)NC1=CC(=C(C=C1)O)F 2-cyclopropoxy-3,4,5,6-tetrafluoro-N-(3-fluoro-4-hydroxyphenyl)benzenesulfonamide